(R)-4-tert-butyl-2-oxazolidinone C(C)(C)(C)[C@H]1NC(OC1)=O